tert-Butyl 4-((tetrahydro-2H-pyran-4-yl)amino)phenethylcarbamate O1CCC(CC1)NC1=CC=C(CCNC(OC(C)(C)C)=O)C=C1